S1C(=NC=C1)C(=O)O thiazole-2-carboxylic acid